C(CC(C)C)SC1=NC(=CC(=N1)O)O (Isopentylthio)pyrimidine-4,6-diol